ClC=1C=C(C=CC1Cl)C1=CC(=CC=C1)Cl 3,4,3'-trichlorobiphenyl